3-[(2-chloro-6-fluorophenyl)methyl]-4-{[4-(trifluoromethyl)phenyl]methyl}-4,5-dihydro-1,2,4-oxadiazol-5-one ClC1=C(C(=CC=C1)F)CC1=NOC(N1CC1=CC=C(C=C1)C(F)(F)F)=O